C(CC(CCCCCCCC(C)O)O)O 1,3,11-dodecanetriol